1-(((1-Hexyloxy(propan-2-yl)oxy)-propan-2-yl)oxy)-propan-2-amin C(CCCCC)OCC(C)OCC(C)OCC(C)N